OC=1C=C(C=CC1)C1=C(C=CC=C1)CCC(=O)N1CCN(CC1)C1=CC=C(C(=O)O)C=C1 4-[4-[3-[2-(3-Hydroxyphenyl)phenyl]propanoyl]piperazin-1-yl]benzoic acid